C1(=CC=CC=C1)N1C2=CC=CC=C2C=2C=CC(=CC12)C1=NC(=CC(=C1)C#N)C1=CC=2N(C3=CC=CC=C3C2C=C1)C1=CC=CC=C1 2,6-bis(9-phenyl-9H-carbazole-2-yl)-4-cyanopyridine